5-(2,4-dioxothiazolidine-5-ylmethyl)-2-methoxy-N-(4-trifluoromethyl-benzyl)benzamide O=C1SC(C(N1)=O)CC=1C=CC(=C(C(=O)NCC2=CC=C(C=C2)C(F)(F)F)C1)OC